C1(=CC=CC=C1)C1(CC(CCCCCCCCCCCCC1=O)=O)C1=CC=CC=C1 diphenylcyclohexadecane-3,16-dione